O1C=C(C=C1)C(=O)[O-] 3-oxolate